S,S-dioxothiomorpholin O=S1(CCNCC1)=O